((2-(Furan-2-ylmethyl)-6-phenyl-8-(phenylsulfanyl)imidazo[1,2-a]pyrazin-3-yl)oxy)2-(tert-butoxy)acetic acid methyl ester COC(C(OC(C)(C)C)OC1=C(N=C2N1C=C(N=C2SC2=CC=CC=C2)C2=CC=CC=C2)CC=2OC=CC2)=O